(±)-trans-N-(8-chloro-6-(3-ethyl-1-methyl-6-oxo-1,6-dihydropyridin-2-yl)isoquinolin-3-yl)-2-cyanocyclopropanecarboxamide ClC=1C=C(C=C2C=C(N=CC12)NC(=O)[C@H]1[C@@H](C1)C#N)C=1N(C(C=CC1CC)=O)C |r|